CN1C(CC(CC1)C1N(CCC2=CC=CC=C12)C(=O)O)=O 1-(1-methyl-2-oxopiperidin-4-yl)-3,4-dihydroisoquinoline-2(1H)-carboxylic acid